CC(C)(C)C=1C=C(C=C(C1O)C)CCC(=O)OCCCCCC(C)C 3-(1,1-dimethylethyl)-4-hydroxy-5-methyl-benzenepropanoic acid, isooctyl ester